(5-((2,6-dioxopiperidin-3-yl)amino)-6-fluoropyridin-2-yl)methyl methanesulfonate CS(=O)(=O)OCC1=NC(=C(C=C1)NC1C(NC(CC1)=O)=O)F